C(C)(C)(C)OC(=O)N1[C@@H](CCC1)C=1C=C(C=C2CCN(CC12)C(C1=CN=C(C=C1)C)=O)C=1C=C2C(=NC1)NC=C2C (S)-2-(6-(3-methyl-1H-pyrrolo[2,3-b]pyridin-5-yl)-2-(6-methylnicotinoyl)-1,2,3,4-tetrahydroisoquinolin-8-yl)pyrrolidine-1-carboxylic acid tert-butyl ester